B(Cl)(Cl)Cl boric trichloride